4-((2,5-diazabicyclo[2.2.1]heptan-2-yl)methyl)-2-(2,6-dioxopiperidin-3-yl)isoindoline-1,3-dione C12N(CC(NC1)C2)CC2=C1C(N(C(C1=CC=C2)=O)C2C(NC(CC2)=O)=O)=O